C(#N)[C@H](C[C@H]1C(NCC1)=O)NC([C@@H](NC(COC1CCCCC1)=O)CC(C)C)=O N-{(1S)-1-cyano-2-[(3S)-2-oxopyrrolidin-3-yl]ethyl}-N2-[(cyclohexyloxy)acetyl]-L-leucinamide